(trans)-[4-(2,3-diamino-4-pyridyl)-1-piperidyl]-[4-(trifluoromethoxy)phenyl]methanone NC1=NC=CC(=C1N)C1CCN(CC1)C(=O)C1=CC=C(C=C1)OC(F)(F)F